3-Chloro-2-{(2E)-2-[phenyl(2-pyridinyl)methylene]hydrazino}-5-(trifluoromethyl)pyridine ClC=1C(=NC=C(C1)C(F)(F)F)N/N=C(/C1=NC=CC=C1)\C1=CC=CC=C1